ClC1=CC(=C2N=C(C=NC2=C1)C1=CC=NC=C1)C(C)N 1-(7-chloro-3-(pyridin-4-yl)quinoxalin-5-yl)ethan-1-amine